1-undecenol C(=CCCCCCCCCC)O